O=C1N(C(C(N1)CCC(F)(F)F)=O)C1CC2(CC(C2)OC2=NC=CC=C2C(=O)N)C1 2-{[(αR)-6-[2,5-dioxo-4-(3,3,3-trifluoropropyl)imidazolidin-1-yl]spiro[3.3]heptan-2-yl]oxy}pyridine-3-carboxamide